C(CCC)C1CCCC2=C(N(C3=C(C=CC=C23)C(=O)O)CC2=C(C=CC=C2)C#N)C1 7-butyl-5-[(2-cyanophenyl)methyl]-5H,6H,7H,8H,10H-cyclohepta[b]indole-4-carboxylic acid